Valyl-Proline N[C@@H](C(C)C)C(=O)N1[C@@H](CCC1)C(=O)O